nickel-nickel-cobalt-aluminum [Al].[Co].[Ni].[Ni]